N1CC(=CC1)C=1C=C(N(C1)C)C(=O)N[C@H](C)C1=CC=CC2=CC=CC=C12 4-(2,5-dihydro-1H-pyrrol-3-yl)-1-methyl-N-[(1R)-1-(1-naphthyl)ethyl]Pyrrole-2-carboxamide